N[C@H]1CN(CCC1)C1C(CC(C1)C1=CC=C(C=C1)F)OC1=NC=C(C#N)C=C1 6-(2-((R)-3-aminopiperidin-1-yl)-4-(4-fluorophenyl)cyclopentyloxy)nicotinonitrile